CCCCCCCCCCCCCCCCCCCCCCCCCCCCO N-Octacosanol